FC1=C(COC2=C(C(N(C(=C2)C)CC2=CC=NC=C2)=O)Br)C(=CC=C1)F 4-(2,6-difluorobenzyloxy)-3-bromo-6-methyl-1-((pyridin-4-yl)methyl)pyridin-2(1H)-one